OC1=CC=C(C=C2C(OC(OC2=O)(C)C)=O)C=C1 5-(4-Hydroxybenzylidene)-2,2-dimethyl-1,3-dioxane-4,6-dione